OC1=CC=2N(C3=C(C=C(C=C3NC2C=C1)O)C)C 2,7-dihydroxy-9,10-dimethyl-phenazine